Inosinmonophosphat C1=NC2=C(C(=O)N1)N=CN2[C@H]3[C@@H]([C@H]([C@H](O3)COP(=O)(O)O)O)O